tert-butyl 1-(2-ethoxy-2-oxoethyl)-1H-pyrazole-3-carboxylate C(C)OC(CN1N=C(C=C1)C(=O)OC(C)(C)C)=O